1-[4-(benzylamino)-8-methoxy-5,6,7,8-tetrahydroquinazolin-2-yl]-2-methyl-indole-4-carboxamide C(C1=CC=CC=C1)NC1=NC(=NC=2C(CCCC12)OC)N1C(=CC=2C(=CC=CC12)C(=O)N)C